NCCCN1N=CC(=C1)C(=O)OCC ethyl 1-(3-aminopropyl)-1H-pyrazole-4-carboxylate